chromium-sodium hydroxide [OH-].[Na+].[Cr+3].[OH-].[OH-].[OH-]